C12CNCC(N(C1)C(=O)OC(C)(C)C)C2 rac-tert-butyl 3,6-diazabicyclo[3.2.1]octane-6-carboxylate